(3,5-dibromo-4-hydroxyphenyl)(2-(1-hydroxyethyl)benzofuran-3-yl-4,5,6,7-d4)Methanone BrC=1C=C(C=C(C1O)Br)C(=O)C1=C(OC2=C1C(=C(C(=C2[2H])[2H])[2H])[2H])C(C)O